dimethyl-dopa CN([C@H](C(=O)O)CC1=CC=C(O)C(O)=C1)C